C(C1=CC=CC=C1)(=O)OC[C@@]12CNC([C@H]2C1)=O [(1S,5S)-4-oxo-3-azabicyclo[3.1.0]hexan-1-yl]methyl benzoate